C(C)(C)C1=C(NC2=CC=C(C=C12)C1CCNCC1)C1=CC=2N(C=C1)N=C(C2)C 5-(3-isopropyl-5-(piperidin-4-yl)-1H-indol-2-yl)-2-methylpyrazolo[1,5-a]pyridine